O[C@@H]1CN(CC=C1)C(=O)OC(C)(C)C tert-butyl (S)-3-hydroxy-3,6-dihydropyridine-1(2H)-carboxylate